N=S1(CCOC1)=O 4-imino-1,4λ6-oxathiolane 4-oxide